O=C1N(C(C2=CC=CC=C12)=O)C[C@H]1N(CC(C[C@H]1C)(F)F)C(=O)OCC1=CC=CC=C1 (2S,3R)-benzyl 2-((1,3-dioxoisoindolin-2-yl)methyl)-5,5-difluoro-3-methylpiperidine-1-carboxylate